C(#CCCCCC)Cl heptynyl chloride